ClC=1C=C(C=NC1OC)[C@@H]1CC[C@H](CC1)CNC1=CC(=CC=C1)C=1C=NN(C1)C1CC1 N-((trans-4-(5-Chloro-6-methoxypyridin-3-yl)cyclohexyl)methyl)-3-(1-cyclopropyl-1H-pyrazol-4-yl)aniline